Trans-ethyl 4-[[4-chloro-2-[3-[(2,2-difluoro-1,3-benzodioxol-5-yl)-methyl-carbamoyl] phenyl]-5-(trifluoromethyl)pyrazol-3-yl]methoxy]cyclohexanecarboxylate ClC1=C(N(N=C1C(F)(F)F)C1=CC(=CC=C1)C(N(C)C1=CC2=C(OC(O2)(F)F)C=C1)=O)CO[C@@H]1CC[C@H](CC1)C(=O)OCC